N[C@@H]1C[C@H](C1)C(=O)NC trans-(1r,3r)-3-amino-N-methylcyclobutane-1-carboxamide